ethyl (2S,3R,4S,5R)-3-(3,4-difluoro-2-((methoxymethoxy)methyl)phenyl)-4-hydroxy-5-methyl-5-(trifluoromethyl)tetrahydrofuran-2-carboxylate FC=1C(=C(C=CC1F)[C@H]1[C@H](O[C@]([C@H]1O)(C(F)(F)F)C)C(=O)OCC)COCOC